N-ethyl-1-[7-({[(6E)-8-fluoro-2-methyl-5H-imidazo[1,2-a]pyridin-6-ylidene]amino}methyl)-2-methylindazol-4-yl]piperidin-4-amine C(C)NC1CCN(CC1)C=1C2=CN(N=C2C(=CC1)C/N=C/1\C=C(C=2N(C1)C=C(N2)C)F)C